C1(CC1)C1=NC=NC(=C1C=1N=C(C2=C(N1)N=CC=C2)OCC2=CC=C(C=C2)C=2N(C=C(N2)C(F)(F)F)CC(=O)N(C)C)OC 2-(2-(4-(((2-(4-cyclopropyl-6-methoxypyrimidin-5-yl)pyrido[2,3-d]pyrimidin-4-yl)oxy)methyl)phenyl)-4-(trifluoromethyl)-1H-imidazol-1-yl)-N,N-dimethylacetamide